benzo[b]thiophen-2-yl-(thiophen-2-yl)methanone S1C2=C(C=C1C(=O)C=1SC=CC1)C=CC=C2